1-(4-(6-chloro-7-(2-hydroxy-5,6,7,8-tetrahydro-naphthalen-1-yl)quinazolin-4-yl)piperazin-1-yl)prop-2-en-1-one ClC=1C=C2C(=NC=NC2=CC1C1=C(C=CC=2CCCCC12)O)N1CCN(CC1)C(C=C)=O